FC1=C(C=CC(=C1)OC)C1=NN2C(CN([C@@H](C2)C)C(C=C)=O)=C1C1=CC=NC=C1 |r| (RS)-1-(2-(2-fluoro-4-methoxyphenyl)-6-methyl-3-(pyridin-4-yl)-6,7-dihydropyrazolo[1,5-a]pyrazin-5(4H)-yl)prop-2-en-1-one